N-(3-((1-(2-hydroxyethyl)-2,5-dioxopyrrolidin-3-yl)thio)propanoyl)-N-methylalaninate OCCN1C(C(CC1=O)SCCC(=O)N([C@@H](C)C(=O)[O-])C)=O